2-((1R,2R)-1-(2-chlorophenyl)-1-(5-cyano-1-methyl-1H-pyrazol-4-yl)propan-2-yl)-5-hydroxy-N-(isoxazol-4-yl)-1-methyl-6-oxo-1,6-dihydropyrimidine-4-carboxamide ClC1=C(C=CC=C1)[C@H]([C@@H](C)C=1N(C(C(=C(N1)C(=O)NC=1C=NOC1)O)=O)C)C=1C=NN(C1C#N)C